C/C/1=C\CC(/C=C/C(/C(=C/CC1)/C)O)(C)C 8-hydroxy-α-humulene